CNC1=NC(=NC(=N1)S)S 2-methylamino-4,6-dimercapto-s-triazine